BrC=1C=NC=CC1C(=O)OC(C)(C)C tert-butyl 3-bromopyridine-4-carboxylate